OC1=C(C=CC(=C1)OC(CC)C(=O)OC)C1=NC(=NC(=N1)C1=C(C=C(C=C1)OC(CC)C(=O)OC)O)C1=C(C=C(OC(C(=O)OC)CC)C=C1)O methyl 2-[4-[4,6-bis[2-hydroxy-4-(1-methoxycarbonylpropoxy)phenyl]-1,3,5-triazin-2-yl]-3-hydroxy-phenoxy]butanoate